NCC1=CC(=NC=C1)C#N 4-(aminomethyl)pyridinecarbonitrile